2-(3-methylenecyclobutyl)ethane-1-amine C=C1CC(C1)CCN